7-amino-4-(o-tolyl)-2H-isoquinolin-1-one NC1=CC=C2C(=CNC(C2=C1)=O)C1=C(C=CC=C1)C